(6S,8R)-6-(4-bromo-2,6-difluorophenyl)-7-(2,2-difluoropropyl)-8-methyl-3-(tetrahydro-2H-pyran-2-yl)-6,7,8,9-tetrahydro-3H-pyrazolo[4,3-f]isoquinoline BrC1=CC(=C(C(=C1)F)[C@H]1N([C@@H](CC2=C3C(=CC=C12)N(N=C3)C3OCCCC3)C)CC(C)(F)F)F